C1(=CC=CC=C1)CCCC1=NOC(=N1)[C@H]1N(CCCC1)C(CCCCC)=O (S)-1-(2-(3-(3-phenylpropyl)-1,2,4-oxadiazol-5-yl)piperidin-1-yl)hexane-1-one